gold phosphoric acid P(O)(O)(O)=O.[Au]